N1=CC(=CC=2NC=3C=CC=CC3C21)C(=O)N 5H-pyrido[3,2-b]indole-3-carboxamide